rel-4-(2-cyclopropyl-6-(4-fluoro-6-(((3ar,6ar)-hexahydro-4H-furo[3,2-b]pyrrol-4-yl)methyl)-1-oxoisoindolin-2-yl)pyridin-4-yl)-3-(4-methyl-4H-1,2,4-triazol-3-yl)benzonitrile C1(CC1)C1=NC(=CC(=C1)C1=C(C=C(C#N)C=C1)C1=NN=CN1C)N1C(C2=CC(=CC(=C2C1)F)CN1[C@H]2[C@@H](CC1)OCC2)=O |o1:35,36|